N-(3-(((2-amino-5-chloropyridin-3-yl)oxy)methyl)phenyl)-3-chlorobenzamide NC1=NC=C(C=C1OCC=1C=C(C=CC1)NC(C1=CC(=CC=C1)Cl)=O)Cl